4-[(5S)-3-oxo-5-phenyl-6,7-dihydro-3H-pyrrolo[2,1-c][1,2,4]triazol-2(5H)-yl]bicyclo[2.1.1]hexane-1-carbonitrile O=C1N2C(=NN1C13CCC(C1)(C3)C#N)CC[C@H]2C2=CC=CC=C2